3-methylbenzamide CC=1C=C(C(=O)N)C=CC1